2-({4-[2-(2-cyanophenoxy)benzoyl]piperazin-1-yl}methyl)-1-{[(2S)-oxetan-2-yl]methyl}-1H-1,3-benzodiazole-6-carboxylic acid C(#N)C1=C(OC2=C(C(=O)N3CCN(CC3)CC3=NC4=C(N3C[C@H]3OCC3)C=C(C=C4)C(=O)O)C=CC=C2)C=CC=C1